(R)-N-(2,8-dimethylimidazo[1,2-a]pyrazin-6-yl)-2-(3-(methylamino)pyrrolidin-1-yl)pyrimidine-5-carboxamide Methyl-2-chloropyrimidine-5-carboxylate COC(=O)C=1C=NC(=NC1)Cl.CC=1N=C2N(C=C(N=C2C)NC(=O)C=2C=NC(=NC2)N2C[C@@H](CC2)NC)C1